D-ribofuranosyl-s-triazin C1([C@H](O)[C@H](O)[C@H](O1)CO)C1=NC=NC=N1